1-(5-bromopentyl)-4-chlorobenzene BrCCCCCC1=CC=C(C=C1)Cl